1-[4-[3-(4-methylsulfonylpiperazine-1-carbonyl)-8-nitro-6-(4,4,5,5-tetramethyl-1,3,2-dioxaborolan-2-yl)-4-quinolyl]phenyl]cyclopropanecarbonitrile CS(=O)(=O)N1CCN(CC1)C(=O)C=1C=NC2=C(C=C(C=C2C1C1=CC=C(C=C1)C1(CC1)C#N)B1OC(C(O1)(C)C)(C)C)[N+](=O)[O-]